(2R,3R)-3-((1-(4-fluorophenyl)-1H-1,2,3-triazol-4-yl)-methoxy)-2-(2,4-difluorophenyl)-1-(1H-1,2,4-triazol-1-yl)butan-2-ol FC1=CC=C(C=C1)N1N=NC(=C1)CO[C@@H]([C@@](CN1N=CN=C1)(O)C1=C(C=C(C=C1)F)F)C